CCC1(C(=O)NCNC1=O)C2=CC=CC=C2 The molecule is a pyrimidone that is dihydropyrimidine-4,6(1H,5H)-dione substituted by an ethyl and a phenyl group at position 5. It is used as an anticonvulsant for treatment of various types of seizures. It has a role as an environmental contaminant, a xenobiotic and an anticonvulsant.